3-((1R,3S)-3-hydroxy-3-methyl-1-methylamino-2-oxocyclohexyl)benzonitrile O[C@@]1(C([C@](CCC1)(NC)C=1C=C(C#N)C=CC1)=O)C